C(#N)C=1N=C(N(C1)COCC[Si](C)(C)C)C(=O)NC=1C=CC(=NC1C1=CCC(CC1)(C)C)N1CC2COCC(C1)N2C(=O)OC(C)(C)C tert-butyl 7-[5-[[4-cyano-1-(2-trimethylsilylethoxymethyl)imidazole-2-carbonyl]amino]-6-(4,4-dimethylcyclohexen-1-yl)-2-pyridyl]-3-oxa-7,9-diazabicyclo[3.3.1]-nonane-9-carboxylate